4-((4-Formyl-2-methoxyphenoxy)methyl)-N-(2-methoxyethyl)-N-methylbenzamide C(=O)C1=CC(=C(OCC2=CC=C(C(=O)N(C)CCOC)C=C2)C=C1)OC